1-(3-((4-carboxy-4-methylpentyl)oxy)propyl)cyclopropane-1-carboxylic acid C(=O)(O)C(CCCOCCCC1(CC1)C(=O)O)(C)C